CC1=CC(=CC(=N1)N1[C@@H](CCC1=O)C(=O)O)C(F)(F)F (S)-1-(6-methyl-4-(trifluoromethyl)pyridin-2-yl)-5-oxopyrrolidin-2-carboxylic acid